1-((1,3-Dihydroisobenzofuran-5-yl)methyl)-3-((1-methyl-1H-pyrazole-4-yl)methyl)-N-(1-methylcyclopropyl)-2,4-Dioxo-1,2,3,4-tetrahydrothieno[2,3-d]pyrimidin-6-sulfonamide C1OCC2=CC(=CC=C12)CN1C(N(C(C2=C1SC(=C2)S(=O)(=O)NC2(CC2)C)=O)CC=2C=NN(C2)C)=O